BrC=1C=C(C=CC1)C(C(C(=O)O)N(C)C(=O)OC(C)(C)C)(C)C 3-(3-bromophenyl)-2-((tert-butoxycarbonyl)(methyl)amino)-3-methylbutanoic acid